tert-butyl (1R,4R,5S)-5-amino-2-azabicyclo[2.1.1]hexane-2-carboxylate N[C@H]1[C@H]2CN([C@@H]1C2)C(=O)OC(C)(C)C